8'-Bromo-1,3'-dimethylspiro[azetidine-3,1'-pyrrolo[2,3-c]quinolin]-2'(3'H)-one BrC1=CC=2C3=C(C=NC2C=C1)N(C(C31CN(C1)C)=O)C